BrCCCC[Si](C)(Cl)Cl (4-bromobutyl)dichloro(methyl)silane